ClC=1C2=C(N=C(N1)SC)C(=C(N=C2)Cl)F 4,7-dichloro-8-fluoro-2-(methylthio)pyrido[4,3-d]pyrimidine